C(C)(C)(C)C=1C=CC(=C(C1)CNS(=O)C(C)(C)C)SC1=C(C=CC=C1)C=O N-[[5-tert-butyl-2-(2-formylphenyl)sulfanyl-phenyl]methyl]-2-methyl-propane-2-sulfinamide